methyl (R)-2-(tosyloxy)propanoate S(=O)(=O)(C1=CC=C(C)C=C1)O[C@@H](C(=O)OC)C